COC1=CC=C(CC(C(=O)[O-])C(=O)[O-])C=C1 4-methoxybenzylmalonate